(8-(pyridin-3-yl)-2-(trimethylsilyl)-3H-pyrrolo[2,3-c]isoquinolin-1-yl)methanol N1=CC(=CC=C1)C1=CC=2C3=C(N=CC2C=C1)NC(=C3CO)[Si](C)(C)C